COC(CC(C1=C(C=CC(=C1)OC)C)C1=CC2=CC(=CC=C2C=C1)OCC(=O)NC1CCCCC1)=O.FC(C(=O)N(N)C1=C(C=CC=C1)Br)F (Z)-2,2-difluoro-N1-(2-bromophenyl)acethydrazide Methyl-3-(7-(2-(cyclohexylamino)-2-oxoethoxy)naphthalen-2-yl)-3-(5-methoxy-2-methylphenyl)propanoate